ClC=1C=C(C=CC1C#N)C1N(CCC(C1)O)C(=O)OCC1=CC=CC=C1 benzyl 2-(3-chloro-4-cyanophenyl)-4-hydroxypiperidine-1-carboxylate